(S)-8-(1-acryloyl-3-pyrrolidinyl)-6-isopropyl-2-((2-methoxy-4-(4-methyl-1-piperazinyl)phenyl)amino)-7(8H)-pteridinone C(C=C)(=O)N1C[C@H](CC1)N1C(C(=NC=2C=NC(=NC12)NC1=C(C=C(C=C1)N1CCN(CC1)C)OC)C(C)C)=O